ClC=1C=CC(=C(C1)N1C(C2N(C(C1)=O)C(CC2)C=2NC(=CN2)C=2C=CC(=NC2F)NC(C)=O)=O)[N+](=O)[O-] N-(5-(2-(2-(5-chloro-2-nitrophenyl)-1,4-dioxooctahydropyrrolo[1,2-a]pyrazin-6-yl)-1H-imidazol-5-yl)-6-fluoropyridin-2-yl)acetamide